(2-methylphenyl)phenylselenide CC1=C(C=CC=C1)[Se]C1=CC=CC=C1